6-fluoro-N-pyridylindoline FC1=CC=C2CCN(C2=C1)C1=NC=CC=C1